NCC1=CN=C(S1)S(=O)(=O)N1C[C@H](C[C@H](C1)C1=CC=CC=C1)C(=O)N1CCOCC1 (cis)-(1-((5-(Aminomethyl)thiazol-2-yl)sulfonyl)-5-phenylpiperidin-3-yl)(morpholino)methanone